C(C)(C)(C)OC(=O)N(C(OC(C)(C)C)=O)C1=NC=CC(=N1)C1=C(C=2C(NCCC2N1)=O)NC1=C(C(=CC=C1)C(F)(F)F)OC tert-butyl N-(tert-butoxycarbonyl)-N-[4-(3-[[2-methoxy-3-(trifluoromethyl)phenyl]amino]-4-oxo-1H,5H,6H,7H-pyrrolo[3,2-c]pyridin-2-yl)pyrimidin-2-yl]carbamate